3,3'-carbonylbiscoumarin C(=O)(C=1C(OC2=CC=CC=C2C1)=O)C=1C(OC2=CC=CC=C2C1)=O